trans-4-[3-[5-fluoro-2-[(4-hydroxycyclohexyl)amino]pyrimidin-4-yl]phenyl]morpholin-3-one FC=1C(=NC(=NC1)N[C@@H]1CC[C@H](CC1)O)C=1C=C(C=CC1)N1C(COCC1)=O